2-((2,2-dimethyltetrahydro-2H-pyran-4-yl)methyl)-6-((1-methyl-3-(trifluoromethyl)-1H-pyrazol-5-yl)sulfonyl)-2,6-diazaspiro[3.3]heptane CC1(OCCC(C1)CN1CC2(C1)CN(C2)S(=O)(=O)C2=CC(=NN2C)C(F)(F)F)C